COC1=CC=C(C=C1)[C@@H](C(=O)NC1=CC=C(C=C1)OC)NC(=O)[C@H]1N(CCC1)C(CCC1=CC=CC=C1)=O (S)-N-((S)-1-(4-methoxyphenyl)-2-((4-methoxyphenyl)amino)-2-oxoethyl)-1-(3-phenylpropanoyl)pyrrolidine-2-carboxamide